sodium decenoate C(C=CCCCCCCC)(=O)[O-].[Na+]